(2-chloro-1,4-Phenylene) ether ClC1=C2C=CC(=C1)O2